C(C)(CCC)[Sn](N(C)C(N(C)C)(N(C)C)N(C)C)(N(C)C)N(C)C sec-pentyltris(dimethylamino)tris(dimethylamino)tin